n-butyl (2E,4Z)-4-(2-formylnaphthalen-1-yl)-5-(2-fluorophenyl)-2,4-pentadienoate C(=O)C1=C(C2=CC=CC=C2C=C1)/C(/C=C/C(=O)OCCCC)=C\C1=C(C=CC=C1)F